1-(4-bromo-2-methoxyphenyl)-2-methylpropan-1-one BrC1=CC(=C(C=C1)C(C(C)C)=O)OC